4-ACETAMIDO-2-METHYLPHENYLBORONIC ACID C(C)(=O)NC1=CC(=C(C=C1)B(O)O)C